mesyl(2-(di-1-adamantylphosphino)morpholinobenzene) S(=O)(=O)(C)C1=C(C=CC=C1)N1CC(OCC1)P(C12CC3CC(CC(C1)C3)C2)C23CC1CC(CC(C2)C1)C3